tert-butyl 2-(4-bromo-3-fluorophenyl)piperidine-1-carboxylate BrC1=C(C=C(C=C1)C1N(CCCC1)C(=O)OC(C)(C)C)F